2,2,2-trifluoro-1-(3-((R/S)-1-((2-methyl-6-morpholino-8,9-dihydro-7H-cyclopenta[h]quinazolin-4-yl)amino)ethyl)phenyl)ethan-1-ol FC(C(O)C1=CC(=CC=C1)[C@@H](C)NC1=NC(=NC2=C3C(=C(C=C12)N1CCOCC1)CCC3)C)(F)F |r|